ClC1=C(C=CC=C1)CC(=O)NC1=C(C(=C(C=C1)N1N=CC(=C1)C#N)S(N)(=O)=O)C(F)(F)F 2-(2-chlorophenyl)-N-[4-(4-cyano-1H-pyrazol-1-yl)-3-Sulfamoyl-2-(trifluoromethyl)phenyl]acetamide